(7-bromo-6-chloro-2-phenyl-2,3-dihydrobenzofuran-2-yl)methylamine BrC1=C(C=CC=2CC(OC21)(C2=CC=CC=C2)CN)Cl